C(C)(C)(C)OC(=O)N1CC(=CC1)OS(=O)(=O)C(F)(F)F.CC=1C=C(C=C(C1OCC1(COC1)CC)C)C1=CC(=C(C(=C1)C)OCC1(COC1)CC)C 3,3',5,5'-tetramethyl-4,4'-bis[(3-ethyloxetan-3-yl)methoxy]biphenyl tert-butyl-3-(trifluoromethanesulfonyl-oxy)-2,5-dihydropyrrole-1-carboxylate